Cl.C(#N)C1=CC(=C(COC2=CC(=CC(=N2)N2CCNCC2)OC)C=C1)F 4-(6-((4-cyano-2-fluorobenzyl)oxy)-4-methoxypyridin-2-yl)piperazine hydrochloride